NC1=CC(=C(OCCNC(OC(C)(C)C)=O)C=C1)C[S@](=O)C |r| (±)-tert-Butyl (2-(4-amino-2-((methylsulfinyl)methyl)phenoxy)ethyl)carbamate